2-keto-hexanedial O=C(C=O)CCCC=O